N-Prop-3-yl-N'-methylimidazolinium (3,4,5-trifluorophenyl)triphenylborate FC=1C=C(C=C(C1F)F)[B-](C1=CC=CC=C1)(C1=CC=CC=C1)C1=CC=CC=C1.CCC[NH+]1CN(CC1)C